ClC1=CC=C(S1)C(=C1CCN(CC1)C(=O)OC(C)(C)C)C#N tert-butyl 4-[(5-chlorothiophen-2-yl)(cyano)methylene]piperidine-1-carboxylate